(1R,5S,6s)-6-(1H-tetrazol-5-ylmethyl)-3-azabicyclo[3.1.0]hexane trifluoroacetic acid salt FC(C(=O)O)(F)F.N1N=NN=C1CC1[C@@H]2CNC[C@H]12